3-ethyl-6-methyl-8-[1-(2-methylsulfonylanilino)ethyl]-2-morpholino-quinazolin-4-one C(C)N1C(=NC2=C(C=C(C=C2C1=O)C)C(C)NC1=C(C=CC=C1)S(=O)(=O)C)N1CCOCC1